CNOC N,O-Dimethylhydroxylamine